10-acryloyloxydecyltriethoxy(methoxy)silane C(C=C)(=O)OCCCCCCCCCCC(C)O[Si](OC)(OCC)OCC